5-{4-[(cyclopropylmethyl)amino]-5h,6h,7h,8h-pyrido[3,4-d]pyrimidine-7-carbonyl}-6-methyl-N-(1-methylcyclopropyl)furo[2,3-d]pyrimidin-4-amine C1(CC1)CNC=1C2=C(N=CN1)CN(CC2)C(=O)C2=C(OC=1N=CN=C(C12)NC1(CC1)C)C